5-(4-(1-methyl-2-oxo-1,2,3,4-tetrahydroquinolin-6-yl)-5,6,7,8-tetrahydroisoquinoline-8-carbonyl)-5-azaspiro[2.3]hexane-1-carbonitrile CN1C(CCC2=CC(=CC=C12)C1=CN=CC=2C(CCCC12)C(=O)N1CC2(CC2C#N)C1)=O